BrCCCOC1=CC=C(C2=CC=CC=C12)S(=O)(=O)Cl 4-(3-bromopropoxy)naphthalene-1-sulfonyl chloride